C1C(CC12CCNCC2)CN2CC1=CC=C(C=C1C2)C2C(NC(CC2)=O)=O 3-(2-((7-azaspiro[3.5]nonan-2-yl)methyl)isoindolin-5-yl)piperidine-2,6-dione